N-((3-acetyl-5-amino-1-(hydroxymethyl)-6-methyl-1H-pyrrolo[3,2-b]pyridin-2-yl)methyl)benzamide C(C)(=O)C1=C(N(C=2C1=NC(=C(C2)C)N)CO)CNC(C2=CC=CC=C2)=O